N1=CC(=CC=C1)CCCCCCCO 7-(pyridin-3-yl)heptan-1-ol